FC1(CC1)C(=O)N[C@H](C(=O)N1[C@@H](C[C@H](C1)O)C(=O)N[C@@H](C)C1=C(OCC(=O)OCC)C=C(C=C1)C1=C(N=CS1)C)C(C)(C)C ethyl 2-(2-((S)-1-((2S,4R)-1-((S)-2-(1-fluorocyclopropanecarboxamido)-3,3-dimethylbutanoyl)-4-hydroxypyrrolidine-2-carboxamido) ethyl)-5-(4-methylthiazol-5-yl)phenoxy)acetate